7-(8-methylnaphthalen-1-yl)-2-(((S)-1-methylpyrrolidin-2-yl)methoxy)-5,6,7,8-tetrahydropyrido[3,4-d]pyrimidin-4-amine CC=1C=CC=C2C=CC=C(C12)N1CC=2N=C(N=C(C2CC1)N)OC[C@H]1N(CCC1)C